(1R,2R)-N-(7-chloro-6-(1-((3R,4R)-4-hydroxy-3-methyltetrahydrofuran-3-yl)piperidin-4-yl)isoquinolin-3-yl)-2-(1-methyl-1H-pyrazol-3-yl)cyclopropane-1-carboxamide ClC1=C(C=C2C=C(N=CC2=C1)NC(=O)[C@H]1[C@@H](C1)C1=NN(C=C1)C)C1CCN(CC1)[C@@]1(COC[C@@H]1O)C